ethyl 3-(4-((4-methoxybenzyl) oxy)-3-methyl-5-(trifluoromethyl) phenyl)-1,2,4-oxadiazole-5-carboxylate COC1=CC=C(COC2=C(C=C(C=C2C(F)(F)F)C2=NOC(=N2)C(=O)OCC)C)C=C1